FC(C=1C(=NC(=CC1)N1C=NC2=C1C=C(C(=C2)NC=2N=NC(=CC2)[C@H]2C(N(CC2)C)=O)OC)N2N=C(C=C2C)C#N)F 1-[3-(difluoromethyl)-6-[6-methoxy-5-[[6-[(3S)-1-methyl-2-oxo-pyrrolidin-3-yl]pyridazin-3-yl]amino]benzimidazol-1-yl]-2-pyridyl]-5-methyl-pyrazole-3-carbonitrile